1-((2S,6R)-2,6-dimethylpiperazin-1-yl)-2-morpholinoethan-1-one C[C@@H]1N([C@@H](CNC1)C)C(CN1CCOCC1)=O